(R)-7-(7-(5,6-dimethyl-1H-indazol-4-yl)-2-(((2R,7aS)-2-fluorohexahydro-1H-pyrrolizin-7a-yl)methoxy)-5,6,7,8-tetrahydropyrido[3,4-d]pyrimidin-4-yl)-1,3,7-triazaspiro[4.5]decane CC=1C(=C2C=NNC2=CC1C)N1CC=2N=C(N=C(C2CC1)N1C[C@]2(CNCN2)CCC1)OC[C@]12CCCN2C[C@@H](C1)F